ClC1=CC=C(C(=N1)C(=O)O)N[C@H](C)C1=C2N=C(C(=NC2=CC(=C1)C)C#N)N1C[C@H](CCC1)OC 6-chloro-3-(((R)-1-(2-cyano-3-((S)-3-methoxypiperidin-1-yl)-7-methylquinoxalin-5-yl)ethyl)amino)picolinic acid